SC1=NNC(=N1)CCC 3-mercapto-5-propyl-1,2,4-triazole